2'-anilino-3'-methyl-6'-(dipentylamino)spiro[isobenzofuran-1(3H),9'-[9H]xanthen]-3-one N(C1=CC=CC=C1)C1=CC=2C3(C4=CC=C(C=C4OC2C=C1C)N(CCCCC)CCCCC)OC(C1=CC=CC=C13)=O